9-ethyl-3-ethynyl-6,6-dimethyl-8-(piperazin-1-yl)-5H-benzo[b]Carbazol-11(6H)-one C(C)C1=CC2=C(C(C=3NC4=CC(=CC=C4C3C2=O)C#C)(C)C)C=C1N1CCNCC1